FC(C1=NN=C(O1)C1=CC=C(S1)CN1N=NC(=C1)C=1C=C2C(=NC1)NC(=C2)CO)F [5-[1-[[5-[5-(difluoromethyl)-1,3,4-oxadiazol-2-yl]thiophen-2-yl]methyl]triazol-4-yl]-1H-pyrrolo[2,3-b]pyridin-2-yl]methanol